2-[2-methyl-3-(trifluoromethyl)phenyl]-5-(1H-pyrrolo[2,3-b]pyridin-4-yl)-1-{[2-(trimethylsilyl)ethoxy]methyl}-1H-pyrrole-3-carboxylic acid CC1=C(C=CC=C1C(F)(F)F)C=1N(C(=CC1C(=O)O)C1=C2C(=NC=C1)NC=C2)COCC[Si](C)(C)C